ClC1=NC(=NC=C1)N1CCC2(C(NC(N2)=O)=O)CC1 8-(4-chloropyrimidin-2-yl)-1,3,8-triazaspiro[4.5]decane-2,4-dione